C(C)(C)(C)OC(=O)N1CC(C1)C=1C=NC(=CC1)C1(CCC1)C#N 3-[6-(1-cyanocyclobutyl)-3-pyridyl]Azetidine-1-carboxylic acid tert-butyl ester